1-((5S)-5-Methyl-9-(4-(((tetrahydro-2H-pyran-2-yl)oxy)methyl)bicyclo[2.2.1]heptan-1-yl)-5,6-dihydroimidazo[1,5-a]pyrazolo[5,1-c]pyrazin-3-yl)ethan-1-one C[C@H]1CN2C(C=3N1C(=NC3)C(C)=O)=CC(=N2)C23CCC(CC2)(C3)COC3OCCCC3